lithium phosphosulfuryl bromide P(=O)(=O)S(=O)(=O)Br.[Li]